(S)-2,4-dimethyl-(2-oxo-2-((1,1,1-trifluoroprop-2-yl)amino)acetyl)-1H-pyrrole-3-carboxylic acid CC=1N(C=C(C1C(=O)O)C)C(C(N[C@H](C(F)(F)F)C)=O)=O